4-amino-1-[(2R)-6-amino-2-[[2-[[(2R)-2-amino-3-phenyl-propionyl]amino]-5,5,5-trifluoro-pentanoyl]amino]hexanoyl]piperidine-4-carboxylic acid NC1(CCN(CC1)C([C@@H](CCCCN)NC(C(CCC(F)(F)F)NC([C@@H](CC1=CC=CC=C1)N)=O)=O)=O)C(=O)O